C(#N)CC1=NC=CC=C1 (cyanomethyl)pyridin